[O-]S(=O)(=O)C(F)(F)F.[O-]S(=O)(=O)C(F)(F)F.[Sn+2] tin (II) bistriflate